Ethyl-3-amino-6-bromopicolinate C(C)OC(C1=NC(=CC=C1N)Br)=O